C1(CCCCC1)[C@H](C(=O)O)N1C[C@@H]([C@H](C1)CN1C2CC(CC1CC2)N2C(=NC1=C2C=CC=C1)C)C1=CC(=CC=C1)F (2R)-Cyclohexyl((3S,4R)-3-(3-fluorophenyl)-4-{[3-exo-(2-methyl-1H-benzimidazol-1-yl)-8-azabicyclo[3.2.1]oct-8-yl]methyl}pyrrolidin-1-yl)ethanoic acid